1-(2-aminoethyl)-1H-indazol-4-amine NCCN1N=CC=2C(=CC=CC12)N